(2S,4R)-4-hydroxy-1-(3-methyl-2-(3-(piperazin-1-yl)isoxazol-5-yl)butanoyl)-N-((R)-1-(4-(4-methylthiazol-5-yl)phenyl)ethyl)pyrrolidine-2-carboxamide O[C@@H]1C[C@H](N(C1)C(C(C(C)C)C1=CC(=NO1)N1CCNCC1)=O)C(=O)N[C@H](C)C1=CC=C(C=C1)C1=C(N=CS1)C